(R)-5-amino-N-(3-hydroxy-1-(naphthalen-1-yl)propyl)-2-methylbenzamide NC=1C=CC(=C(C(=O)N[C@H](CCO)C2=CC=CC3=CC=CC=C23)C1)C